2-oxa-7-azaspiro[4.4]nonane-7-carboxylic acid benzyl ester C(C1=CC=CC=C1)OC(=O)N1CC2(CCOC2)CC1